FC(C1=NC=CC=C1OC1=CC(=NC=C1)C(=O)N)(F)F 4-((2-(trifluoromethyl)pyridin-3-yl)oxy)picolinamide